FC=1C(=C(C=CC1)NC(=S)C=1C(NCCC1NCC1=C(C=NC=C1)OC[C@@H]1N(CCOC1)C)=O)OC N-(3-fluoro-2-methoxyphenyl)-4-{[(3-{[(3R)-4-methylmorpholin-3-yl]methoxy}pyridin-4-yl)methyl]amino}-2-oxo-1,2,5,6-tetrahydropyridine-3-carbothioamide